FC1=CC(=C(CO)C=C1)O 4-fluoro-2-hydroxybenzyl alcohol